BrC1=C2C(=CNC2=CC(=C1)OC)CCNC(C1=C(C=C(C=C1)F)NC1=CC(=C(C(=C1)OC)OC)OC)=O N-(2-(4-bromo-6-methoxy-1H-indol-3-yl)ethyl)-4-fluoro-2-((3,4,5-trimethoxyphenyl)amino)benzamide